C1(CCC1)C1=CC(=C2C=C(C(NC2=C1)=O)C(=O)OC1=C(C(=C(C(=C1F)F)F)F)F)C perfluorophenyl 7-cyclobutyl-5-methyl-2-oxo-1,2-dihydroquinoline-3-carboxylate